trans-4-Amino-1-[6-(3-cyano-2-hydroxyphenyl)-3-(3,5-difluorophenyl)chinolin-4-yl]-N-methylpiperidin-3-carboxamid N[C@H]1[C@@H](CN(CC1)C1=C(C=NC2=CC=C(C=C12)C1=C(C(=CC=C1)C#N)O)C1=CC(=CC(=C1)F)F)C(=O)NC